NC1=CC=C(C=C1)C#CC1=CC=CC=2C3=C(C=CC=C3C3=C(C=CC=C3C12)C#CC1=CC=C(C=C1)N)C#CC1=CC=C(C=C1)N 1,5,9-tris(4-aminophenylethynyl)triphenylene